N-(2-((1S,2R)-2-(hydroxymethyl)cyclopentyl)-6-morpholino-1-oxoisoindolin-5-yl)pyrazolo[1,5-a]pyrimidine-3-carboxamide OC[C@H]1[C@H](CCC1)N1C(C2=CC(=C(C=C2C1)NC(=O)C=1C=NN2C1N=CC=C2)N2CCOCC2)=O